8-[(tert-butoxy)carbonyl]-8-azabicyclo[3.2.1]Octane-2-carboxylic acid C(C)(C)(C)OC(=O)N1C2C(CCC1CC2)C(=O)O